N[C@H]1[C@@H]2N(C[C@H]1CC2)C(=O)C2=CC1=C(N(C(=N1)C1=CC=3C(=NC(=CC3)C=3C=C(C=CC3)CO)N1CC1CC1)C)C(=C2)OC [3-{2-{5-[(1R,4R,7R)-7-amino-2-azabicyclo[2.2.1]heptane-2-carbonyl]-7-methoxy-1-methyl-1H-1,3-benzodiazol-2-yl}-1-(cyclopropylmethyl)-1H-pyrrolo[2,3-b]pyridin-6-yl}phenyl]methanol